COC=1C=C(CSSC=CCS(=O)(=O)CC2=CC=C(C=C2)C(F)(F)F)C=CC1 (3-methoxybenzyl)-2-(3-((4-(trifluoromethyl)benzyl)sulfonyl)prop-1-en-1-yl)disulfane